C(C(C)=C)OCC(C(=O)OCC(CCCC)CC)=C 2-ethylhexyl α-methallyloxymethylacrylate